CC1=CC=C(C=C1)S(=O)(=O)[O-].C(CCCCCCCCCCCCCCC)[N+](C)(C)C hexadecyl-trimethyl-ammonium p-toluenesulfonate